CC([C@@H](C(N1CC2=CC=CC=C2C[C@H]1C(=O)N1CC(OCC1)C1=C(C=CC=C1)C)=O)NC(=O)C1=CC2=C(S1)C=CC(=C2)C(F)(F)P(O)(O)=O)(C)C ((2-(((2S)-3,3-dimethyl-1-oxo-1-((3S)-3-(2-(o-tolyl)morpholine-4-carbonyl)-3,4-dihydroisoquinolin-2(1H)-yl)butan-2-yl)carbamoyl)benzo[b]thiophen-5-yl)difluoromethyl)phosphonic acid